N-(1-methylpiperidin-4-yl)-3,4-dihydro-2H-[1,4]thiazepino[2,3,4-hi]indol-8-amine CN1CCC(CC1)NC=1C=2C=CN3C2C(=CC1)SCCC3